diethyl (4-((3-isopropyl-9H-carbazol-9-yl)methyl)benzyl)phosphonate C(C)(C)C=1C=CC=2N(C3=CC=CC=C3C2C1)CC1=CC=C(CP(OCC)(OCC)=O)C=C1